5-((2-(4-fluorophenyl)-5-(1-(trifluoromethyl)cyclopropyl)-1H-pyrrol-3-yl)methyl)-2,2-dimethyl-1,3-dioxane-4,6-dione FC1=CC=C(C=C1)C=1NC(=CC1CC1C(OC(OC1=O)(C)C)=O)C1(CC1)C(F)(F)F